N-trifluoroacetylglucamine FC(C(=O)NC[C@H](O)[C@@H](O)[C@H](O)[C@H](O)CO)(F)F